C(C1=CC=CC=C1)N1C(C2=CC=C(C=C2C1)NC1=CC=C(C=C1)N1CCC(CC1)C(F)(F)F)=O 2-Benzyl-5-((4-(4-(trifluoromethyl)piperidin-1-yl)phenyl)amino)isoindolin-1-one